2,6-di-p-tolylpyridine CC1=CC=C(C=C1)C2=NC(=CC=C2)C3=CC=C(C=C3)C